2-((3,3-difluoropiperidin-1-yl)methyl)-7-(5-fluoro-2-(((3S,4R)-3-hydroxytetrahydro-2H-pyran-4-yl)amino)pyrimidin-4-yl)-1-isopropylquinolin-4(1H)-one FC1(CN(CCC1)CC=1N(C2=CC(=CC=C2C(C1)=O)C1=NC(=NC=C1F)N[C@H]1[C@@H](COCC1)O)C(C)C)F